FC(C=1C=C(C=C(C1)C(F)(F)F)[C@@H]1C([C@H]1C(=O)NC=1C=CC(=C(C(=O)NC2=C(C(=C(C=C2)F)NC(C(F)F)=O)F)C1)Cl)(Cl)Cl)(F)F 5-[[trans-3-[3,5-bis(trifluoromethyl)phenyl]-2,2-dichloro-cyclopropane-carbonyl]-amino]-2-chloro-N-[3-[(2,2-difluoro-acetyl)amino]-2,4-difluoro-phenyl]benzamide